C(=O)C1=CC=C(C=C1)C1C(C(C1)C(=O)OC)C(=O)OC Dimethyl 3-(4-formylphenyl)cyclobutane-1,2-dicarboxylate